imino(methyl)(1-(5-((R)-3-methylmorpholino)-3-(1H-pyrazol-5-yl)pyrazolo[1,5-a]pyrimidin-7-yl)cyclopropyl)-λ6-sulfanone N=S(=O)(C1(CC1)C1=CC(=NC=2N1N=CC2C2=CC=NN2)N2[C@@H](COCC2)C)C